4-fluorobenzo[d]thiazole-6-carboxylic acid methyl ester COC(=O)C1=CC2=C(N=CS2)C(=C1)F